CS(=O)(=O)[O-].CN1C(=[N+](C=C1)C)C 1,2,3-trimethylimidazolium methanesulfonate